(6-bromo-7-methoxy-imidazo[1,2-a]pyridin-2-yl)methanol BrC=1C(=CC=2N(C1)C=C(N2)CO)OC